N-(1-(azetidin-1-ylmethyl)cyclopropyl)-2-(4-cyanophenyl)-2-methylpropanamide N1(CCC1)CC1(CC1)NC(C(C)(C)C1=CC=C(C=C1)C#N)=O